C[Si](C)(C)C#CC=1C=C(C=CC1)C1=NC=CC(=N1)N 2-(3-((trimethylsilyl)ethynyl)phenyl)pyrimidin-4-amine